(E)-6-(2-ethoxyvinyl)-2-(4-methoxybenzyl)-8-(trifluoromethyl)-3,4-dihydropyrrolo[1,2-a]pyrazin-1(2H)-one C(C)O/C=C/C1=CC(=C2N1CCN(C2=O)CC2=CC=C(C=C2)OC)C(F)(F)F